2-(2-bromo-5-chlorophenyl)ethanol BrC1=C(C=C(C=C1)Cl)CCO